7-bromo-N-(2,4-dimethoxybenzyl)-N-ethyloxazolo[4,5-c]pyridin-2-amine BrC=1C2=C(C=NC1)N=C(O2)N(CC)CC2=C(C=C(C=C2)OC)OC